2-(1-(4-(5-((3s,4s)-4-amino-3-methyl-2-oxa-8-azaspiro[4.5]decan-8-yl)-6-(hydroxymethyl)pyrazin-2-ylsulfanyl)-3-chloropyridin-2-yl)azetidin-3-yl)propan-2-ol N[C@@H]1[C@@H](OCC12CCN(CC2)C=2N=CC(=NC2CO)SC2=C(C(=NC=C2)N2CC(C2)C(C)(C)O)Cl)C